Cl.Cl.NC1=C(C=2C(=NC(=CN2)C#CC=2C=NC=CC2)N1C1=C(C=CC(=C1)O)C)C#N 6-amino-5-(5-hydroxy-2-methyl-phenyl)-3-[2-(3-pyridyl)ethynyl]pyrrolo[2,3-b]pyrazine-7-carbonitrile bisHCl salt